tert-Butyl 1-(oxetan-3-yl)-1,4-dihydrospiro[indazole-5,4'-piperidine]-1'-carboxylate O1CC(C1)N1N=CC=2CC3(CCN(CC3)C(=O)OC(C)(C)C)C=CC12